1-[2-cyano-4-(trifluoromethyl)phenyl]-N-{[(2s,4r)-4-fluoro-1-methylpyrrolidin-2-yl]methyl}-4-[6-(2-methoxyphenyl)pyridin-3-yl]piperidine-4-carboxamide C(#N)C1=C(C=CC(=C1)C(F)(F)F)N1CCC(CC1)(C(=O)NC[C@H]1N(C[C@@H](C1)F)C)C=1C=NC(=CC1)C1=C(C=CC=C1)OC